tert-butyl ((S)-4-amino-5-((R)-2-amino-3-(3-(4-fluorophenyl)-1H-indole-2-carboxamido)propoxy)pentyl)carbamate N[C@@H](CCCNC(OC(C)(C)C)=O)COC[C@@H](CNC(=O)C=1NC2=CC=CC=C2C1C1=CC=C(C=C1)F)N